(7-fluoro-4,5-dihydropyrazolo[1,5-a]quinolin-2-yl)boronic acid FC=1C=C2CCC=3N(C2=CC1)N=C(C3)B(O)O